7-acetyl-8-fluoro-3-methyl-1H-quinolin-2-one C(C)(=O)C1=CC=C2C=C(C(NC2=C1F)=O)C